N-{5-Methyl-1-[(4-nitrophenyl)sulfonylimino]hexa-2,4-dien-3-yl}piperidin-1-ium chloride [Cl-].CC(=CC(=CC=NS(=O)(=O)C1=CC=C(C=C1)[N+](=O)[O-])[NH+]1CCCCC1)C